CC(C(=O)N1CCN(CC1)CC=1C=CC=2N(C1)C=C(N2)CNC(=O)C=2N=C1N(C(C2)=O)C=CC=C1)(C)C N-[(6-{[4-(2,2-dimethylpropanoyl)piperazin-1-yl]methyl}imidazo[1,2-a]pyridin-2-yl)methyl]-4-oxo-4H-pyrido[1,2-a]pyrimidine-2-carboxamide